2-Chloro-4-(((1R,2S)-1-(5-(4-((4-((7-ethyl-6-oxo-5,6-dihydro-1,5-naphthyridin-3-yl)-methyl)piperazin-1-yl)methyl)phenyl)-1,3,4-oxadiazol-2-yl)-2-hydroxypropyl)amino)benzonitrile ClC1=C(C#N)C=CC(=C1)N[C@H]([C@H](C)O)C=1OC(=NN1)C1=CC=C(C=C1)CN1CCN(CC1)CC=1C=NC=2C=C(C(NC2C1)=O)CC